COC1=NC2=C(N1C(=O)NCCC1=CC=CC=C1)C=CC(=C2)N2CCOCC2 2-methoxy-5-morpholino-N-phenethyl-1H-benzo[d]Imidazole-1-carboxamide